methyl (Z)-1-(4-amino-2-fluorobut-2-en-1-yl)-4-(3-(N-(tert-butyl)sulfamoyl)phenyl)-1H-benzo[d]imidazol-6-carboxylate NC\C=C(\CN1C=NC2=C1C=C(C=C2C2=CC(=CC=C2)S(NC(C)(C)C)(=O)=O)C(=O)OC)/F